tert-butyl 5-(4-nitro-2-(trifluoromethyl)phenoxy)hexahydrocyclopenta[c]pyrrole-2(1H)-carboxylate [N+](=O)([O-])C1=CC(=C(OC2CC3C(CN(C3)C(=O)OC(C)(C)C)C2)C=C1)C(F)(F)F